CC1=C(C=C(C(=O)NC=2C=NC=C(C2)OC(F)(F)F)C=C1)[C@H]1CN(CC1)C=1C=NN2C1N=CC=C2 (S)-4-methyl-3-(1-(pyrazolo[1,5-a]pyrimidin-3-yl)pyrrolidin-3-yl)-N-(5-(trifluoromethoxy)pyridin-3-yl)benzamide